C(CCC)C(CCC(=O)OCCCCCCCC(CCCCCCCOC(CCC(CCCCCC)CCCC)=O)N(CC1CCN(CC1)C)C(=O)OCC1=CC=CC=C1)CCCCCC 8-(((benzyloxy)carbonyl)((1-methylpiperidin-4-yl)methyl)amino)pentadecane-1,15-diyl bis(4-butyldecanoate)